9-acetyl-2-phenyl-4H-quinolizin-4-one C(C)(=O)C1=CC=CN2C(C=C(C=C12)C1=CC=CC=C1)=O